C1(CC1)C1=NC=NC(=C1C=1N=CC2=C(N1)C(=NN2COCC[Si](C)(C)C)CC2=CC=C(C=C2)C=2N(C=C(N2)C(F)(F)F)C2COC2)OC 2-[[5-(4-cyclopropyl-6-methoxy-pyrimidin-5-yl)-3-[[4-[1-(oxetan-3-yl)-4-(trifluoromethyl)imidazol-2-yl]phenyl]methyl]pyrazolo[4,3-d]pyrimidin-1-yl]methoxy]ethyl-trimethyl-silane